C(OCCOCCO[Si](C)(C)C(C)(C)C)(OC1=CC=C(C=C1)[N+](=O)[O-])=O 2-(tert-butyldimethylsilyloxyethoxy)ethyl p-nitrophenyl carbonate